4,4'-diamino-3,3'-dicarboxylterphenyl NC1=C(C=C(C=C1)C=1C(=C(C(=CC1)N)C(=O)O)C1=CC=CC=C1)C(=O)O